CC1=NC(=CC=C1S(=O)(=O)N1CC2(CN(C2)C(=O)OC(C)(C)C)C1)C(C(F)(F)F)(F)F tert-butyl 6-((2-methyl-6-(perfluoroethyl)pyridin-3-yl)sulfonyl)-2,6-diazaspiro[3.3]heptane-2-carboxylate